Methyl 2-[[2-[4-(hydroxymethyl)cyclohexyl]-6-[[6-(trifluoromethyl)pyridine-2-carbonyl] amino]-1,3-benzoxazol-5-yl]oxy]acetate OCC1CCC(CC1)C=1OC2=C(N1)C=C(C(=C2)NC(=O)C2=NC(=CC=C2)C(F)(F)F)OCC(=O)OC